O(C1=CC=CC=C1)CCOC1=CC=CC=C1 1,2-diphenoxy-ethane